(5S,8S)-N-(3,4-difluoro-benzyl)-5-fluoro-8-hydroxy-5,6,7,8-tetrahydroquinoline-5-carboxamide FC=1C=C(CNC(=O)[C@]2(C=3C=CC=NC3[C@H](CC2)O)F)C=CC1F